[Si].[Cu].COC(C1=C(CN(C(C(C)(C)C)=O)CC(NC=2C=C3CC4(C(NC5=NC=CC=C54)=O)CC3=CC2)=O)C=C(C=C1)F)OC N-(2-(dimethoxymethyl)-5-fluorobenzyl)-N-(2-oxo-2-((2'-oxo-1,1',2',3-tetrahydrospiro[indene-2,3'-pyrrolo[2,3-b]pyridin]-5-yl)amino)ethyl)pivalamide Copper-silicon